N=1C=C(N2N=CC=CC21)C#CC=2C(=C(C(=O)O)C=CC2)C 3-(imidazo[1,2-b]pyridazin-3-ylethynyl)-2-methylbenzoic acid